(2R)-2-(5-fluoro-2-methoxypyridin-4-yl)-1-{(2S)-7-methyl-6-((4,6-2H2)pyrimidin-2-yl)-3,4-dihydro-1H-spiro(1,8-naphthyridine-2,3'-pyrrolidin)-1'-yl}propan-1-one FC=1C(=CC(=NC1)OC)[C@H](C(=O)N1C[C@]2(CC1)NC1=NC(=C(C=C1CC2)C2=NC(=CC(=N2)[2H])[2H])C)C